[Li].C[C@]12C3=CC=CC=C3[C@](CC1)(O2)C(=O)O (1S,8R)-8-Methyl-11-oxa-tricyclo[6.2.1.02,7]undeca-2,4,6-triene-1-carboxylic acid lithium